4-(Dimethylsulfamoyl)benzoic acid [(2R)-3-(1-ethyl-8-oxo-spiro[6,7-dihydro-4H-pyrazolo[3,4-c]azepin-5,4'-tetrahydropyran]-3-yl)-2-methyl-propyl] ester C(C)N1N=C(C2=C1C(NCC1(CCOCC1)C2)=O)C[C@H](COC(C2=CC=C(C=C2)S(N(C)C)(=O)=O)=O)C